CN(C1(CCC2(CN(C(N2)=O)C=2C=NC(=CC2C)C(F)(F)F)CC1)C=1SC=CC1)C trans-8-dimethylamino-3-[4-methyl-6-(trifluoromethyl)-pyridin-3-yl]-8-thiophen-2-yl-1,3-diazaspiro[4.5]decan-2-one